C(C)(C)(C)OC(=O)N1CCC(CC1)C1=CC=C(C=C1)N[C@H]1C(NC(CC1)=O)=O |r| rac-tert-butyl-4-(4-((2,6-dioxopiperidin-3-yl)amino)phenyl)piperidine-1-carboxylate